bipyridine-4,4'-dicarboxaldehyde N1=C(C=C(C=C1)C=O)C1=NC=CC(=C1)C=O